anti-caprat [O-]C(=O)CCCCCCCCC